tertbutyl N-[8-(1-octylnonylamino)-8-oxo-octyl]carbamate C(CCCCCCC)C(CCCCCCCC)NC(CCCCCCCNC(OC(C)(C)C)=O)=O